CN1N=CC(=C1)C=1N=C(C=2N(C1)N=CC2)C=2C[C@@H](CC2)C(=O)OC |r| rac-methyl 3-(6-(1-methyl-1H-pyrazol-4-yl)pyrazolo[1,5-a]pyrazin-4-yl)cyclopent-3-ene-1-carboxylate